CC1=NC(=CC(=C1)N)C 2,6-dimethyl-4-aminopyridine